C1(=CC=CC=C1)N(N(N=NNNC(=O)NN)C1=CC=CC=C1)C(=O)NN diphenyl-azocarbohydrazide